Cl.Cl.C(C1=CC=CC=C1)NN benzylhydrazine di-HCl salt